(R)-N-(1-phenylethyl)-6-methylsulfonyl-3-nitropyridine-2-amine C1(=CC=CC=C1)[C@@H](C)NC1=NC(=CC=C1[N+](=O)[O-])S(=O)(=O)C